COC1=CC=C(CNC=2C=3N(C4=CC(=CC=C4N2)C(=O)O)C(=NC3C)C)C=C1 4-((4-methoxybenzyl)amino)-1,3-dimethylimidazo[1,5-a]quinoxaline-8-carboxylic acid